C(C=C)(=O)N[C@H]1CN(CCC1)CC1=CC(=NC=C1)C(=O)NC1=CC=C(C=C1)C1=CC2=C(N=CN=C2N2CCN(CC2)C2CC2)N1 (R)-4-((3-acrylamidopiperidin-1-yl)methyl)-N-(4-(4-(4-cyclopropylpiperazin-1-yl)-7H-pyrrolo[2,3-d]pyrimidin-6-yl)phenyl)picolinamide